CC(CCCCCCCCCC=CCCCCCCCCCCCCCCCCC)CCCCCCCCCCCCC 29-Methyl-18-dotetracontene